methyl-2-morpholinoacetamide CC(C(=O)N)N1CCOCC1